N-cyclooctyl-2-(1H-imidazol-1-yl)isonicotinamide C1(CCCCCCC1)NC(C1=CC(=NC=C1)N1C=NC=C1)=O